FC(C(C(F)(F)F)(O)C1=CC=C(C=C1)N1C(C=CC=C1)=O)(F)F 1-(4-(1,1,1,3,3,3-hexafluoro-2-hydroxypropan-2-yl)phenyl)pyridin-2(1H)-one